OC1=C(C=NC2=C1C(=NC=1N2N=C(C1)C)C)C(=O)NCC=1C=NC(=CC1)C1=CC(=CC=C1)N1CCOCC1 6-hydroxy-2,5-dimethyl-N-((6-(3-morpholinophenyl)pyridin-3-yl)methyl)pyrazolo[1,5-a]pyrido[3,2-e]pyrimidine-7-carboxamide